[1-[[4-[[(1Z)-2-ethoxy-3,3,3-trifluoro-1-propen-1-yl]oxy]phenyl]methyl]-1H-pyrazol-4-yl]methyl 3-(methylthio)propanoate CSCCC(=O)OCC=1C=NN(C1)CC1=CC=C(C=C1)O\C=C(\C(F)(F)F)/OCC